OC(CCN1C(N(C2=C1C=CC(=C2)[N+](=O)[O-])C)=O)(C)C 1-(3-hydroxy-3-methyl-butyl)-3-methyl-5-nitro-benzimidazol-2-one